BrC1=NN(C(=C1)C(=O)NC1=C(C=C(C=C1C(NCC)=O)Cl)Cl)C1=NC=CC=C1Cl 3-bromo-1-(3-chloropyridin-2-yl)-N-(2,4-dichloro-6-(ethylcarbamoyl)phenyl)-1H-pyrazole-5-carboxamide